CCCCCCCCCCCCC/C=C/[C@H]([C@H](COP(=O)([O-])OCC[N+](C)(C)C)NC(=O)CC(CCCCCCCCCCC/C=C\\CCCCCCCC)O)O The molecule is an N-hydroxytetracosenoylsphingosine-1-phosphocholine in which the N-acyl group is specified as (15Z)-3-hydroxytetracos-15-enoyl. It has a role as a human urinary metabolite.